CC1(C)CCC(C(C)=C1\C=C\C(\C)=C\C=C\C(\C)=C\C=C\C=C(/C)\C=C\C=C(/C)\C=C\C1=C(C)C(CCC1(C)C)=O)=O beta-carotene-4,4'-dione